(1S,3S)-3-((6-(5-((5-(3,3-difluorobutyl)-1,2,4-oxadiazol-3-yl)methyl)-1-methyl-1H-1,2,3-triazol-4-yl)-2-methylpyridin-3-yl)oxy)cyclohexane-1-carboxylic acid FC(CCC1=NC(=NO1)CC1=C(N=NN1C)C1=CC=C(C(=N1)C)O[C@@H]1C[C@H](CCC1)C(=O)O)(C)F